C(C)(C)(C)OC(=O)N[C@@H]1CNCCC1 (3S)-3-[(tert-butoxycarbonyl)amino]piperidin